O=C1NC(CCC1N1C(C2=CC=C(C=C2C1=O)NCCCCCCN1N=C(C(=C1C)C=1C=NC=2C=CC=C(C2N1)C#N)C)=O)=O 3-(1-(6-((2-(2,6-Dioxopiperidin-3-yl)-1,3-dioxoisoindolin-5-yl)amino)hexyl)-3,5-dimethyl-1H-pyrazol-4-yl)quinoxaline-5-carbonitrile